ClC1=CC=C(C=C1)C1=NCC=2C(C3=C1C=C(C=C3)OC)=CN(C(C2)=O)C 7-(4-chlorophenyl)-9-methoxy-2-methyl-2H-benzo[c]pyrido[3,4-e]azepin-3(5H)-one